CC1=CC=2N(N=C1N1CC=3C=C(C=NC3CC1)C1=C3C(=CNC3=CC=C1)C)C(C=CN2)=O 8-methyl-7-(3-(3-methyl-1H-indol-4-yl)-7,8-dihydro-1,6-naphthyridin-6(5H)-yl)-4H-pyrimido[1,2-b]pyridazin-4-one